tetrathiolate S1SSSC1C(=O)[O-]